(R)-6-(1-isopropylpiperidin-4-yl)-7-methoxy-2-methyl-N-(1-(2-methyl-3-(trifluoromethyl)phenyl)ethyl)pyrido[2,3-d]pyrimidin-4-amine C(C)(C)N1CCC(CC1)C1=CC2=C(N=C(N=C2N[C@H](C)C2=C(C(=CC=C2)C(F)(F)F)C)C)N=C1OC